ClC1=C(C(=CC=2SC(=CC21)C(CCC(=O)OCC)=O)OC)OCCCOC=2C(=C1CN(CC1=CC2OC)C(=O)OC(C)(C)C)F tert-butyl 5-(3-((4-chloro-2-(4-ethoxy-4-oxobutanoyl)-6-methoxybenzo[b]thiophen-5-yl) oxy) propoxy)-4-fluoro-6-methoxyisoindoline-2-carboxylate